C1(CCCCC1)CC=1NC(=NN1)C(=O)NC1=NC=CC(=C1)C1=C(C=CC(=C1)OCC(C)(C)O)C(F)(F)F 5-(cyclohexylmethyl)-N-(4-(5-(2-hydroxy-2-methylpropoxy)-2-(trifluoromethyl)phenyl)pyridin-2-yl)-4H-1,2,4-triazole-3-carboxamide